C(C)(C)[C@@H]1CC[C@H](CC1)N([C@H](CC1=CC=CC=C1)C(=O)O)C(=O)O N-(trans-4-isopropylcyclohexyl)carboxy-D-phenylalanine